butyl 9-{[(2S)-1-methoxy-3-methyl-1-oxobutan-2-yl](methyl)carbamoyl}-1-propyl-1,4,9-triazaspiro[5.5]undecane-4-carboxylate COC([C@H](C(C)C)N(C(=O)N1CCC2(CN(CCN2CCC)C(=O)OCCCC)CC1)C)=O